2,6-diethylpyrazine C(C)C1=NC(=CN=C1)CC